COCOCCN [2-(methoxymethoxy)ethyl]amine